N1(CCCC2CNC3C(=C12)CCCN3)CCCC(=O)NC3=C(C=CC=C3)C 4-((1R,3aS,3aS,10aR)-decahydro-1H,4H-pyrido[1,6]naphthyridin-1-yl)-N-(2-methylphenyl)butanamide